2-methyl-5-(1-methylethyl)-2-cyclohexen-1-ol CC=1C(CC(CC1)C(C)C)O